Cl.Cl.C(C(C)CCCCCCCCCCCCCC(=O)O)CCCCCCCCCCCCCC(=O)O propane-1,2-diylditetradecan-oate dihydrochloride